1-[3-(pyridin-4-yl)-2-[4-(trifluoromethoxy)phenyl]-6,7-dihydropyrazolo[1,5-a]pyrazin-5(4H)-yl]prop-2-en-1-one N1=CC=C(C=C1)C=1C(=NN2C1CN(CC2)C(C=C)=O)C2=CC=C(C=C2)OC(F)(F)F